N-(2-methoxy-4-(1-phenylcyclopentane-1-carboxamido)phenyl)-2-fluorobenzamide COC1=C(C=CC(=C1)NC(=O)C1(CCCC1)C1=CC=CC=C1)NC(C1=C(C=CC=C1)F)=O